C(C)(C)(C)[Si](OC=1C=C(N)C=C(C1Cl)OC)(C)C 3-[tertbutyl(dimethyl)silyl]oxy-4-chloro-5-methoxy-aniline